(spirobifluorenyl)(biphenylyl)(phenylcarbazolyl)amine C12(C(=CC=C3C4=CC=CC=C4C=C13)N(C1=C(C=CC=3C4=CC=CC=C4NC13)C1=CC=CC=C1)C1=C(C=CC=C1)C1=CC=CC=C1)C=CC=C1C3=CC=CC=C3C=C12